(S)-2-(aminomethyl)oxetane NC[C@H]1OCC1